C(=CC1=CC=CC=C1)C1=CC=C(C=C1)C1=CC=C(C=C1)C=CC1=CC=CC=C1 bis-(styryl)biphenyl